(6S,9S,12S,15S,18R,19R)-9-(aminomethyl)-12-benzyl-19-hexyl-15-isobutyl-16,18-dimethyl-6-[(1S)-1-hydroxyethyl]-1-oxa-4,7,10,13,16-pentazacyclononadecane-2,5,8,11,14,17-hexone NC[C@H]1C(N[C@H](C(NCC(O[C@@H]([C@H](C(N([C@H](C(N[C@H](C(N1)=O)CC1=CC=CC=C1)=O)CC(C)C)C)=O)C)CCCCCC)=O)=O)[C@H](C)O)=O